(5R)-3-bromo-5-[4-methyl-3-[3-(trifluoromethyl)phenoxy]phenyl]-4,5-dihydroisoxazole BrC1=NO[C@H](C1)C1=CC(=C(C=C1)C)OC1=CC(=CC=C1)C(F)(F)F